ethyl-butyl-ethyl-butyl-3-imidazolium acetate C(C)(=O)[O-].C(C)C1=C([N+](=C(N1)CCCC)CC)CCCC